(R)-4-[4-(5-Methyloxy-pyrazin-2-yl)-phenyl]Indan-1-ylamine COC=1N=CC(=NC1)C1=CC=C(C=C1)C1=C2CC[C@H](C2=CC=C1)N